COC[C@@H](CC(C)C)NC1=N\C(\C(N1C)=O)=C/C1=CC2=C(N=CN2C)C=C1 (5Z)-2-[[(1R)-1-(Methoxymethyl)-3-methyl-butyl]amino]-3-methyl-5-[(3-methylbenzimidazol-5-yl)methylene]imidazol-4-one